N-((2S)-1,1-dicyclopropyl-3-((2-fluoro-4-((2S)-1-oxo-1-((2,2,2-trifluoro-1-phenylethyl)amino)propan-2-yl)phenyl)amino)-3-oxopropan-2-yl)-1-isopropyl-1H-pyrazole-5-carboxamide C1(CC1)C([C@@H](C(=O)NC1=C(C=C(C=C1)[C@@H](C(NC(C(F)(F)F)C1=CC=CC=C1)=O)C)F)NC(=O)C1=CC=NN1C(C)C)C1CC1